C1(CCCCC1)CN1CC(CC1)CNC(=O)C1CCN(CC1)C1=NC(=NO1)C1=CC=C(C=C1)OC N-((1-(cyclohexylmethyl)pyrrolidin-3-yl)methyl)-1-(3-(4-methoxyphenyl)-1,2,4-oxadiazol-5-yl)piperidine-4-carboxamide